C(C)(C)(C)OC([C@@](COC=1C=NC(=CC1)Br)(C)O)=O (S)-3-((6-bromopyridin-3-yl)oxy)-2-hydroxy-2-methylpropanoic acid tert-butyl ester